ClC=1C(=CC2=C(NC(=N2)O[C@H]2[C@@H]3[C@H](OC2)[C@@H](CO3)O)C1)C1=CC=C(C=C1)C1=CC=C(C=C1)C(=O)NCCOCCO 4'-(6-chloro-2-(((3r,3ar,6r,6ar)-6-hydroxyhexahydrofuro[3,2-b]furan-3-yl)oxy)-1H-benzo[d]imidazol-5-yl)-N-(2-(2-hydroxyethoxy)ethyl)-[1,1'-biphenyl]-4-carboxamide